S(OC1=CC=C(C=C1)OCC1=C(C=CC=C1F)F)(=O)(=O)F 4-((2,6-difluorobenzyl)oxy)phenyl sulfurofluoridate